C(=O)(O)C=1C=C(C=C(C1)Cl)B(O)O 3-CARBOXY-5-CHLOROBENZENEBORONIC ACID